CP(C1=C2N=CC=NC2=CC=C1NC=1C2=C(N=C(N1)NC1=CC(=C(C=3OCOC31)N3CCN(CC3)C)C=3C=NN(C3)C)NC=C2)(C)=O dimethyl-(6-((2-((6-(1-methyl-1H-pyrazol-4-yl)-7-(4-methylpiperazin-1-yl)benzo[d][1,3]dioxol-4-yl)amino)-7H-pyrrolo[2,3-d]pyrimidin-4-yl)amino)quinoxalin-5-yl)phosphine oxide